(S)-tert-butyl 3-((1-(N-(5-chloro-4-(cyclopentylmethoxy)-2-fluorobenzoyl)sulfamoyl)azetidin-3-yl)oxy)pyrrolidine-1-carboxylate ClC=1C(=CC(=C(C(=O)NS(=O)(=O)N2CC(C2)O[C@@H]2CN(CC2)C(=O)OC(C)(C)C)C1)F)OCC1CCCC1